FC1=C(C(=CC2=C1C[C@@H](O2)CN(C(OC(C)(C)C)=O)CC(C)C)O)N2S(NC(C2)=O)(=O)=O tert-butyl {[(2R)-4-fluoro-6-hydroxy-5-(1,1,4-trioxo-1λ6,2,5-thiadiazolidin-2-yl)-2,3-dihydro-1-benzofuran-2-yl]methyl}(2-methylpropyl)carbamate